N3,N5-bis{2-[(α-L-Fucopyranosyl)oxy]ethyl}pyridine-3,5-dicarboxamide [C@@H]1([C@@H](O)[C@H](O)[C@H](O)[C@@H](O1)C)OCCNC(=O)C=1C=NC=C(C1)C(=O)NCCO[C@H]1[C@@H](O)[C@H](O)[C@H](O)[C@@H](O1)C